COC1=C(N=C2C(=N1)NC(=N2)C(F)(F)F)NC2=C(C=CC(=C2)C(F)(F)F)F 6-METHOXY-N-(2-FLUORO-5-(TRIFLUOROMETHYL)PHENYL)-2-(TRIFLUOROMETHYL)-1H-IMIDAZO[4,5-B]PYRAZIN-5-AMINE